CN1C[C@@H](CCC1)NC1=NN=CC2=CC=CC=C12 4-{[(3R)-1-methylpiperidin-3-yl]amino}phthalazin